5-(2-nitrophenyl)Oxazole-4-carboxylic acid ethyl ester C(C)OC(=O)C=1N=COC1C1=C(C=CC=C1)[N+](=O)[O-]